N-(3-bromo-2-fluorophenyl)-2-methyl-3-phenylprop-2-enamide BrC=1C(=C(C=CC1)NC(C(=CC1=CC=CC=C1)C)=O)F